C1(C2=C(C(N1CC1=C(C=CC=C1)O)=O)CCCC2)=O (3,4,5,6-tetrahydrophthalimidomethyl)phenol